4,5-dichloro-N-octyl-4-isothiazolinone ClC=1C(N(SC1Cl)CCCCCCCC)=O